C1(CCC1)NC1(CC1)C1=C(C(=O)NC2CCOCC2)C=CC=C1 trans-2-((cyclobutylamino)cyclopropyl)-N-(tetrahydro-2H-pyran-4-yl)benzamide